(R)-6-chloro-5-methoxy-1-methyl-3-(1H-pyrazol-4-yl)-2-(5-(2,2,2-trifluoro-1-methoxyethyl)-1H-1,2,4-triazol-3-yl)-1H-pyrrolo[3,2-b]pyridine ClC=1C=C2C(=NC1OC)C(=C(N2C)C2=NNC(=N2)[C@H](C(F)(F)F)OC)C=2C=NNC2